(±)-cis-N-[8-chloro-6-(5-isopropyl-1-tetrahydropyran-2-yl-pyrazol-4-yl)-3-isoquinolyl]-2-fluoro-cyclopropanecarboxamide ClC=1C=C(C=C2C=C(N=CC12)NC(=O)[C@H]1[C@H](C1)F)C=1C=NN(C1C(C)C)[C@@H]1OCCCC1 |&1:26|